N-(2-Amino-5-((((1R,2S)-2-hydroxycyclopentyl)amino)methyl)-3-(trifluoromethyl)phenyl)-4'-chloro-2'-(4-methyl-4H-1,2,4-triazol-3-yl)-[1,1'-biphenyl]-3-carboxamide NC1=C(C=C(C=C1C(F)(F)F)CN[C@H]1[C@H](CCC1)O)NC(=O)C=1C=C(C=CC1)C1=C(C=C(C=C1)Cl)C1=NN=CN1C